tert-butyl ((cis)-4-(dibenzylamino)cyclohexyl)carbamate C(C1=CC=CC=C1)N([C@H]1CC[C@H](CC1)NC(OC(C)(C)C)=O)CC1=CC=CC=C1